(R)-4'-(4-aminopiperidin-1-yl)-5-cyano-N-((5-fluoro-2-hydroxyphenyl)(1H-indol-2-yl)methyl)-[1,1'-biphenyl]-3-carboxamide NC1CCN(CC1)C1=CC=C(C=C1)C1=CC(=CC(=C1)C#N)C(=O)N[C@@H](C=1NC2=CC=CC=C2C1)C1=C(C=CC(=C1)F)O